(1r,2r,3S,6S,7S)-4-[(2S)-2-[(tert-butoxycarbonyl)amino]-3,3-dimethylbutyryl]-10-oxo-4-azatricyclo[5.2.1.0{2,6}]dec-8-ene-3-carboxylic acid C(C)(C)(C)OC(=O)N[C@H](C(=O)N1[C@@H]([C@H]2[C@H]3C=C[C@@H]([C@H]2C1)C3=O)C(=O)O)C(C)(C)C